C(C)(C)(C)OC(=O)C1=CC=NC2=CC=C(C=C12)N1C(C(CCC1)(C)C)=O 6-(3,3-dimethyl-2-oxopiperidin-1-yl)quinoline-4-carboxylic acid tert-butyl ester